NC=1C=C(CN2CCC3=C2N=C(N=C3C)NC=3C=NN(C3)C)C=CC1 7-(3-aminobenzyl)-4-methyl-N-(1-methyl-1H-pyrazol-4-yl)-6,7-dihydro-5H-pyrrolo[2,3-D]pyrimidin-2-amine